ClC=1N=NC(=CC1)C1=C(C=C(C=C1C)C)OC 3-chloro-6-(2-methoxy-4,6-dimethyl-phenyl)pyridazine